CC1(CNCC[C@H]1OC1=NC=C(C=C1)OC(C)C)C |r| (+/-)-2-((3,3-Dimethylpiperidin-4-yl)oxy)-5-isopropoxypyridine